CN(NC)CC=1N(C2=CC=CC=C2C1)CCC(NCC(NCC(NCC(N(C(C(=O)[O-])C)C)=O)=O)=O)=O 15-(2-((1,2-dimethylhydrazinyl)methyl)-1H-indol-1-yl)-2,3-dimethyl-4,7,10,13-tetraoxo-3,6,9,12-tetraazapentadecan-1-oate